CC=1C(N(C=CC1)C1=NC=CC=C1)=O methyl-[1,2'-bipyridine]-2-one